4-acetylaminophenol C(C)(=O)NC1=CC=C(C=C1)O